2-(3-carboxypropyl)benzoic acid C(=O)(O)CCCC1=C(C(=O)O)C=CC=C1